tert-butyl (5-(3-chloro-4-methyl-7H-imidazo[4,5-c]pyridazin-7-yl)bicyclo[3.1.1]-heptan-1-yl)carbamate ClC1=C(C2=C(N=N1)N(C=N2)C21CCCC(C2)(C1)NC(OC(C)(C)C)=O)C